C1(CC1)C1=NN(C=N1)C1CC2(CN(C2)C(=O)N2CC(C2)OC2=NC=CC(=N2)C(F)(F)F)C1 [6-(3-cyclopropyl-1,2,4-triazol-1-yl)-2-azaspiro[3.3]heptan-2-yl]-[3-[4-(trifluoromethyl)pyrimidin-2-yl]oxyazetidin-1-yl]methanone